C(CCCCCC)C(O)C(O)CO heptylglycerine